ClC1=CC=C(C=C1)C(C1CC(N(CC1)C(=O)OC(C)(C)C)(C)C)NC(=O)[C@H]1NC(NC1)=O tert-butyl 4-((4-chlorophenyl) ((S)-2-oxoimidazolidine-4-carboxamido) methyl)-2,2-dimethylpiperidine-1-carboxylate